C1(=CC=CC=C1)C#CC#CC1=CC=CC=C1 1,4-diphenyl-but-1,3-diyne